C(CCCCCCCCC(=O)OC1CC(N(C(C1)(C)C)OCCCCCCCC)(C)C)(=O)OC1CC(N(C(C1)(C)C)OCCCCCCCC)(C)C bis(2,2,6,6-tetramethyl-1-(octyloxy)-4-piperidyl) decanedioate